C(C1=C(C=CC=C1)N=C=O)C1=C(C=CC=C1)N=C=O 2,2'-Methylenediphenyl diisocyanate